C(C)(=O)C=1N(C(=C(N1)Br)OC1=C(C=C(C=C1)N1N=CN(C1=O)CC1=C(C=CC=C1F)F)F)C 2-(4-((2-acetyl-4-bromo-1-methyl-1H-imidazol-5-yl)oxy)-3-fluorophenyl)-4-(2,6-difluorobenzyl)-2,4-dihydro-3H-1,2,4-triazol-3-one